ethyl 2-(2-oxoindolin-5-yl)oxazole-5-carboxylate O=C1NC2=CC=C(C=C2C1)C=1OC(=CN1)C(=O)OCC